ClC1=CC=C2C(=C(C(N(C2=C1)C1=CC=CC=C1)=O)NC(=O)NC1=CC=C(C=C1)OC)NC 1-(7-Chloro-4-(methylamino)-2-oxo-1-phenyl-1,2-dihydroquinolin-3-yl)-3-(4-methoxyphenyl)urea